ClC1=C(C=C(C=C1)[C@@]1(C[C@@H](N[C@@H](C1)C=1N=NN(C1)C)C)O)OC (2S,4S,6S)-4-(4-chloro-3-methoxy-phenyl)-2-methyl-6-(1-methyltriazol-4-yl)piperidin-4-ol